1-(6-bromo-3-fluoro-1H-pyrazolo[4,3-b]pyridin-1-yl)butan-2-one BrC=1C=C2C(=NC1)C(=NN2CC(CC)=O)F